FC(OC1=CC=C(C=N1)CC1CC2(CN(C2)C(=O)N2CC3(C2)NC(CC3)=O)C1)(F)F 2-[6-[[6-(trifluoromethoxy)-3-pyridinyl]methyl]-2-azaspiro[3.3]heptane-2-carbonyl]-2,5-diazaspiro[3.4]octan-6-one